1-(2-((triisopropylsilyl)ethynyl)naphthalen-1-yl)ethane-1-amine C(C)(C)[Si](C(C)C)(C(C)C)C#CC1=C(C2=CC=CC=C2C=C1)C(C)N